C(C(C)(C(=O)O)C(=O)O)(C(=O)O)C(=O)O 1,1,2,2-propanetetracarboxylic acid